ClC1(C[Si](C1)=[Zr](C1C(=CC2=C(C(=C(C=C12)C)C)C1=CC=CC=C1)C=1OC(=CC1)C1=CC=CC=C1)C1C(=CC2=C(C(=C(C=C12)C)C)C1=CC=CC=C1)C=1OC(=CC1)C1=CC=CC=C1)Cl Dichlorosilacyclobutylidenebis[2-(5-phenyl-2-furyl)-4-phenyl-5,6-dimethyl-1-indenyl]zirconium